ClC=1C(=CC2=C([C@@H]([C@](O2)(C2=CC=CC=C2)CNC)C)C1C1=C(C(=O)N)C=CC(=C1F)OCCO)F 2-((2S,3S,4R)-5-chloro-6-fluoro-3-methyl-2-((methylamino)methyl)-2-phenyl-2,3-dihydrobenzofuran-4-yl)-3-fluoro-4-(2-hydroxyethoxy)benzamide